ClC1=C(C=CC=C1)CC(=O)N(C1=CC(=CC(=C1)S(=O)(=O)C)C=1C=NN(C1)C)C 2-(2-chlorophenyl)-N-methyl-N-(3-(1-methyl-1H-pyrazol-4-yl)-5-(methylsulfonyl)phenyl)acetamide